(R)-4-(3-(3-Aminopiperidin-1-carbonyl)-1-(2,6-difluoro-4-(pyrrolidin-1-yl)phenyl)-1H-pyrazol-5-yl)-2-fluorobenzonitril N[C@H]1CN(CCC1)C(=O)C1=NN(C(=C1)C1=CC(=C(C#N)C=C1)F)C1=C(C=C(C=C1F)N1CCCC1)F